FC=1C(=C(C(=O)OCC)C=C(C1)[N+](=O)[O-])C=1C=NC(=CC1)C Ethyl 3-fluoro-2-(6-methyl-pyridin-3-yl)-5-nitrobenzoate